BrC1=CN(C=C1)S(=O)(=O)C1=CC=C(C)C=C1 3-bromo-1-p-toluenesulfonyl-1H-pyrrole